CS(=O)(=O)C=1C=C(C=CC1)C1=CC=NC=C1 4-(3-methylsulfonylphenyl)pyridine